bis(4-(dimethylsilyl) phenyl) ether C[SiH](C1=CC=C(C=C1)OC1=CC=C(C=C1)[SiH](C)C)C